C(C=C)(=O)OCCCCC(C(=O)O)CCCC acryloyloxybutylhexanoic acid